CC1([C@@H](N(CS1)S(=O)(=O)C1=CC=CC=C1)C(=O)N[C@H](C(=O)OC)CCCCCCCC1=NC=2NCCCC2C=C1)C methyl (S)-2-((S)-5,5-dimethyl-3-(phenylsulfonyl)thiazolidine-4-carboxamido)-9-(5,6,7,8-tetrahydro-1,8-naphthyridin-2-yl)nonanoate